Methyl-6-(4-([1,1'-biphenyl]-4-yloxy)-2,5-dimethylthiophene-3-carboxamido)spiro[3.3]heptane CC1CCC12CC(C2)NC(=O)C2=C(SC(=C2OC2=CC=C(C=C2)C2=CC=CC=C2)C)C